4-[[5-[2-(3,4-dihydro-2H-1,4-benzoxazin-6-yl)ethynyl]-2-thienyl]methyl]-1,2,4-triazol-3-one O1CCNC2=C1C=CC(=C2)C#CC2=CC=C(S2)CN2C(NN=C2)=O